isothiazolo[4,3-d]pyrimidin-7(6H)-one N=1SC=C2N=CNC(C21)=O